N-(p-tolyl)pyrimido[1',6':1,5]pyrazolo[4,3-c][1,7]naphthyridin-6-amine C1(=CC=C(C=C1)NC1=NC2=CN=CC=C2C=2C1=C1N(N2)C=NC=C1)C